Racemic-1-(3,4-difluorophenyl)-3-(6-(methylsulfonyl)isoquinolin-4-yl)-2-oxoimidazoline-4-carbonitrile FC=1C=C(C=CC1F)N1C(N([C@H](C1)C#N)C1=CN=CC2=CC=C(C=C12)S(=O)(=O)C)=O |r|